C(C)(C)(C)OC(=O)N1C2=C(C(=C1)C(C)C)C(=C(S2)C2CCN(CC2)C(=O)OC(C)(C)C)C 2-(1-(Tert-butoxycarbonyl)piperidin-4-yl)-4-isopropyl-3-methyl-6H-thieno[2,3-b]pyrrole-6-carboxylic acid tert-butyl ester